ClC1=NC=NC(=C1C#N)OC 4-chloro-6-methoxy-pyrimidine-5-carbonitrile